(5-(trifluoromethoxy)pyridin-3-yl)boronic acid FC(OC=1C=C(C=NC1)B(O)O)(F)F